NC1=C(C(=O)O)C=CC=C1.C(C=1C(N)=CC=CC1)(=O)O anthranilic acid (o-aminobenzoate)